N-(4-chloro-2-(chloromethyl)-6-methylphenyl)benzamide ClC1=CC(=C(C(=C1)C)NC(C1=CC=CC=C1)=O)CCl